5-Methoxy-6'-(((1S,3S)-3-(oxazolo[5,4-b]pyridin-2-ylamino)cyclopentyl)amino)-2H-[1,3'-bipyridin]-2-one COC=1C=CC(N(C1)C=1C=NC(=CC1)N[C@@H]1C[C@H](CC1)NC=1OC2=NC=CC=C2N1)=O